[Si](C)(C)(C(C)(C)C)OC1C(C(OC1)COC(C1=CC=CC=C1)(C1=CC=CC=C1)C1=CC=C(C=C1)OC)O 4-((tert-Butyldimethylsilyl)oxy)-2-(((4-methoxyphenyl)diphenylmethoxy)methyl)-tetrahydrofuran-3-ol